COC(=O)C1=CN(C(C(=C1)Cl)=O)C[C@H](C)NC(=O)OC(C)(C)C (S)-1-(2-((tert-butoxycarbonyl)amino)propyl)-5-chloro-6-oxo-1,6-dihydropyridine-3-carboxylic acid methyl ester